2-(4,4-dimethylpiperidine-1-carbonyl)-1H-indole-6-carbonitrile CC1(CCN(CC1)C(=O)C=1NC2=CC(=CC=C2C1)C#N)C